N1N=CN=C1C1=CC=C(C=C1)N1N=NC=2C1=NC=C(C2)C(=O)N2CCC(CC2)(F)F (3-(4-(1H-1,2,4-triazol-5-yl)phenyl)-3H-[1,2,3]triazolo[4,5-b]pyridin-6-yl)(4,4-difluoropiperidin-1-yl)methanone